tert-butyl(((S)-7-((4S,5R)-2,2-dimethyl-5-((E)-oct-1-en-1-yl)-1,3-dioxolan-4-yl)hepta-4,6-diyn-3-yl)oxy)dimethylsilane C(C)(C)(C)[Si](C)(C)O[C@@H](CC)C#CC#C[C@@H]1OC(O[C@@H]1\C=C\CCCCCC)(C)C